hexyl isostearate C(CCCCCCCCCCCCCCC(C)C)(=O)OCCCCCC